C(C1=CC=CC=C1)OCC(CC(=O)O)C 4-(benzyloxy)-3-methylbutanoic acid